dicyanonorbornene 2-hydroxypropyl-acrylate OC(COC(C=C)=O)C.C(#N)C1=C(C2CCC1C2)C#N